6-Amino-N-(2-{[(α-D-mannopyranosyl)-(1→3)-[(α-D-mannopyranosyl)-(1→6)]-(α-D-mannopyranosyl)]oxy}ethyl)hexanamide NCCCCCC(=O)NCCO[C@@]1([C@@H](O)[C@@H](O[C@@H]2[C@@H](O)[C@@H](O)[C@H](O)[C@H](O2)CO)[C@H](O)[C@H](O1)CO)[C@@H]1[C@@H](O)[C@@H](O)[C@H](O)[C@H](O1)CO